3,9-dimethyl-3,4,7,15-tetraazatricyclo[12.3.1.02,6]Octadeca-1(18),2(6),4,14,16-pentaen-8-one trifluoroacetate FC(C(=O)O)(F)F.CN1C=2C=3C=CN=C(CCCCC(C(NC2C=N1)=O)C)C3